FC(OC=1C=C(C=CC1F)C=1C=C2C(=NC1)C(=NN2)F)F 6-(3-(difluoromethoxy)-4-fluorophenyl)-3-fluoro-1H-pyrazolo[4,3-b]pyridine